C1(CC1)COC1=C(C=CC=C1)CCN(C(\C=C\C1=CN(C2=C(C=CC=C12)OC)C)=O)C (E)-N-[2-[2-(cyclopropylmethoxy)phenyl]ethyl]-3-(7-methoxy-1-methylindol-3-yl)-N-methylprop-2-enamide